4-dimethylsulfonio-2-hydroxybutyrate C[S+](CCC(C(=O)[O-])O)C